COCCOCOC1=C(C=C(C=C1)N1C(C2=CC=C(C=C2CC1)C1=CC(=C(C(=C1)C(F)(F)F)C)S(=O)(=O)C)=O)NS(=O)(=O)C N-(2-((2-methoxyethoxy)methoxy)-5-(6-(4-methyl-3-(methylsulfonyl)-5-(trifluoromethyl)phenyl)-1-oxo-3,4-dihydroisoquinolin-2(1H)-yl)phenyl)methanesulfonamide